[(e)-3-phenylprop-2-enyl] (e)-3-phenylprop-2-enoate C1(=CC=CC=C1)/C=C/C(=O)OC\C=C\C1=CC=CC=C1